2-Fluoro-5-(5-(4-(methyl-sulfonyl)piperazin-1-yl)-1H-pyrazolo[3,4-c]pyridine-1-yl)-3-(trifluoromethyl)phenol FC1=C(C=C(C=C1C(F)(F)F)N1N=CC=2C1=CN=C(C2)N2CCN(CC2)S(=O)(=O)C)O